CN1N=C(N=C1C(=O)N1[C@H](C2=C(CC1)NC=N2)C2=NN1C(C(=CC=C1)OC)=C2)C (R)-(1,3-dimethyl-1H-1,2,4-triazol-5-yl)(4-(4-methoxypyrazolo[1,5-a]pyridin-2-yl)-6,7-dihydro-1H-imidazo[4,5-c]pyridin-5(4H)-yl)methanone